2-(isopropylamino)-5-(3-(2-oxo-2,3-dihydrobenzo[d]oxazol-5-yl)-1,2,4-oxadiazol-5-yl)benzonitrile C(C)(C)NC1=C(C#N)C=C(C=C1)C1=NC(=NO1)C=1C=CC2=C(NC(O2)=O)C1